FC([C@@H]1[C@H](C[C@@H](O1)N1C(=O)NC(=O)C=C1)O)O 5'-fluorodeoxyuridine